ClCCOCN1C=CC2=C1N=CN=C2N([C@H]2CN(CC[C@H]2C)C(CC#N)=O)C 3-[(3R,4R)-3-[[7-(2-chloroethoxymethyl)pyrrolo[2,3-d]pyrimidin-4-yl]-methyl-amino]-4-methyl-1-piperidinyl]-3-oxo-propionitrile